COCCS(=O)(=O)C1=CC=C(C=C1)CO (4-((2-methoxyethyl)sulfonyl)phenyl)methanol